ClC1=NN2C(C=CC=C2)=C1 2-chloropyrazolo[1,5-a]pyridine